FC1=C(C=C(C(=C1)C1=NC(=CC=C1)OCC=1C(=NC(=CC1)C)F)F)CC=1N(C2=C(N1)C=CC(=C2)C(=O)OC(C)(C)C)CCOC Tert-butyl 2-[[2,5-difluoro-4-[6-[(2-fluoro-6-methyl-3-pyridyl)methoxy]-2-pyridyl]phenyl]methyl]-3-(2-methoxyethyl)benzimidazole-5-carboxylate